C(C)C1=C(C(=C(C2=CC=C(C=C12)C(=O)[O-])CCCCCC)C(=O)[O-])CC Diethylhexyl-2,6-naphthalenedicarboxylate